ClC1=NC=C(C(=C1)N[C@@H](CCO)C)C#CC=1C=NN(C1)C(F)(F)F (R)-3-((2-chloro-5-((1-(trifluoromethyl)-1H-pyrazol-4-yl)ethynyl)pyridin-4-yl)amino)butan-1-ol